N-ethyl-N'-dodecyl-urea C(C)NC(=O)NCCCCCCCCCCCC